(4-(1-ethynylcyclopropyl)phenyl)boronic acid C(#C)C1(CC1)C1=CC=C(C=C1)B(O)O